butylacrylate C(CCC)OC(C=C)=O